C1(CC1)C1=C(C(=CC(=C1)OC(F)F)C(C)C)NC(=O)N=[S@](=O)(N)C1=C(C=C(C=C1)C(C)(C)O)C (R)-N'-(2-cyclopropyl-4-(difluoromethoxy)-6-isopropylphenylcarbamoyl)-4-(2-hydroxypropan-2-yl)-2-methylbenzenesulfonimidamide